COCCOCCN1C(=CC2=CC=CC=C12)C(=O)O 1-(2-(2-methoxyethoxy)ethyl)-1H-indole-2-carboxylic Acid